ethyl 1-(1-methylpyrrolidin-3-yl)-2-((6-(trifluoromethoxy) benzo[d]thiazol-2-yl) amino)-1H-benzo[d]imidazole-5-carboxylate CN1CC(CC1)N1C(=NC2=C1C=CC(=C2)C(=O)OCC)NC=2SC1=C(N2)C=CC(=C1)OC(F)(F)F